(3S,5R)-4,4-difluoro-5-methyl-piperidin-3-amine FC1([C@H](CNC[C@H]1C)N)F